methyl {5-[3-(2,4-dimethylphenyl)-1H-pyrazol-1-yl]-2-methylbenzylbenzyl}carbamate CC1=C(C=CC(=C1)C)C1=NN(C=C1)C=1C=CC(=C(CC(C2=CC=CC=C2)NC(OC)=O)C1)C